C(C)(C)OC1CCN(CC1)[C@@H]1[C@H](CCC1)OC=1C=C2CN(C(C2=CC1)=O)C1C(NC(CC1)=O)=O 3-(5-(((1S,2S)-2-(4-isopropoxypiperidin-1-yl)cyclopentyl)oxy)-1-oxoisoindolin-2-yl)piperidine-2,6-dione